3-(6-cyanopyridazin-3-yl)-N-(1-methylcyclopropyl)-8-((6S,9aR)-6-methylhexahydropyrazino[2,1-c][1,4]oxazin-8(1H)-yl)imidazo[1,2-a]pyridine-6-sulfonamide C(#N)C1=CC=C(N=N1)C1=CN=C2N1C=C(C=C2N2C[C@@H]1COCCN1[C@H](C2)C)S(=O)(=O)NC2(CC2)C